C(C)(C)C1=C(C=CC=C1)C1N(C(CN(C1)S(=O)(=O)C)=O)C1CC2(C1)CCN(CC2)C(=O)OC(C)(C)C tert-butyl 2-(2-(2-isopropylphenyl)-4-(methylsulfonyl)-6-oxopiperazin-1-yl)-7-azaspiro[3.5]nonane-7-carboxylate